1-(5-(ethylsulfonyl)-4,5,6,7-tetrahydrothiazolo[5,4]pyridin-2-yl)-3-(6-(4-isopropyl-4H-1,2,4-triazol-3-yl)pyridin-2-yl)urea C(C)S(=O)(=O)C1NC2=C(CC1)SC(=N2)NC(=O)NC2=NC(=CC=C2)C2=NN=CN2C(C)C